ClC1=CC=C(C=C1)C=1C=C(C(N(N1)C=1C=NC=CC1)=O)C(=O)NC(C(F)(F)F)CO 6-(4-chlorophenyl)-3-oxo-2-(pyridin-3-yl)-N-(1,1,1-trifluoro-3-hydroxypropan-2-yl)-2,3-dihydropyridazine-4-carboxamide